C(C)(C)(C)[AsH2] Tertiary butyl-arsine